11-keto-5α-androstenedione O=C1[C@@H]2[C@]3(CCC(C[C@@H]3CC[C@H]2[C@@H]2C=CC([C@@]2(C)C1)=O)=O)C